C(#N)C1=C(C=C(C=N1)N1C(N(C(C1=O)(C)C)C1=CC(=C(OCCN2C[C@H](N([C@H](C2)C)CC(=O)OC(C)(C)C)C)C=C1)C1CCC1)=S)C(F)(F)F tert-Butyl 2-((2R,6S)-4-(2-(4-(3-(6-cyano-5-(trifluoromethyl)pyridin-3-yl)-5,5-dimethyl-4-oxo-2-thioxoimidazolidin-1-yl)-2-cyclobutylphenoxy)ethyl)-2,6-dimethylpiperazin-1-yl)acetate